1,4,5,6-tetrahydro-2-methyl-4-pyrimidinecarboxylic acid CC=1NCCC(N1)C(=O)O